O=C1NC(CCC1N1C(N(C2=C1C=CC(=C2)CCCOCCOCC(=O)OC(C)(C)C)C)=O)=O tert-butyl 2-[2-[3-[1-(2,6-dioxo-3-piperidyl)-3-methyl-2-oxo-benzimidazol-5-yl]propoxy]ethoxy]acetate